OCCCOC(C1=CC=C(C=C1)OC)=O anisic acid-3-hydroxypropyl ester